2-((4-(2-(5-chloropyridin-2-yl)-2-methylbenzo[d][1,3]dioxol-4-yl)piperidin-1-yl)methyl)-1-(((S)-oxetan-2-yl)methyl)-1H-thieno[2,3-d]imidazole-5-carboxylic acid ClC=1C=CC(=NC1)C1(OC2=C(O1)C=CC=C2C2CCN(CC2)CC=2N(C1=C(N2)SC(=C1)C(=O)O)C[C@H]1OCC1)C